(S)-2-((((9H-fluoren-9-yl)methoxy)carbonyl)amino)-3-(4-(3-methoxypyridin-2-yl)phenyl)propanoic acid C1=CC=CC=2C3=CC=CC=C3C(C12)COC(=O)N[C@H](C(=O)O)CC1=CC=C(C=C1)C1=NC=CC=C1OC